FC=1C=C(C=C(C1)F)C1=NO[C@](C1)(C(=O)NC1CC(OC1)C(=O)[O-])C=C 4-[[(5S)-3-(3,5-difluorophenyl)-5-vinyl-4H-isoxazole-5-carbonyl]amino]tetrahydrofuran-2-carboxylate